OC[C@@H]1CN(CCO1)C1=CC=C(N=N1)C1=C(C=C(C=C1C)C)O 2-[6-[(2S)-2-(hydroxymethyl)morpholin-4-yl]pyridazin-3-yl]-3,5-dimethyl-phenol